N6-methylpyridine-2,6-dicarboxamide CNC(=O)C1=CC=CC(=N1)C(=O)N